ClC=1N=C2N(C(CN3C2=C(N1)C=C3)=O)CC3=CC=C(C=C3)C=3N(C=C(N3)C(F)(F)F)C 2-chloro-4-(4-(1-methyl-4-(trifluoromethyl)-1H-imidazol-2-yl)benzyl)-4H-pyrrolo[3,2,1-de]Pteridin-5(6H)-one